ClC=1C=C(C=C2CCN(C12)C(=O)N1C[C@H](N(CC1)C=1C=CC(=NC1C(=O)N[C@@H]1CN(CC1)C)C=1C(=NC=CC1)OCC)CC)F 5-[(2R)-4-(7-chloro-5-fluoro-2,3-dihydro-1H-indole-1-carbonyl)-2-ethylpiperazin-1-yl]-2'-ethoxy-N-[(3S)-1-methylpyrrolidin-3-yl]-[2,3'-bipyridine]-6-carboxamide